(5s,8s)-N-((S)-1-(2-chloro-4-fluorophenyl)ethyl)-5-fluoro-8-hydroxy-5,6,7,8-tetrahydroquinoline-5-carboxamide ClC1=C(C=CC(=C1)F)[C@H](C)NC(=O)[C@]1(C=2C=CC=NC2[C@H](CC1)O)F